C(C)(C)(C)OC(=O)N1CC2=NNC=C2C1 4,6-dihydropyrrolo[3,4-c]pyrazole-5(2H)-carboxylic acid tert-butyl ester